C1CC12COC(OC2)CN2N=NC(=C2)CNC2=C(C=CC(=C2)C#CC2CC2)C N-((1-((5,7-dioxaspiro[2.5]octan-6-yl)methyl)-1H-1,2,3-triazol-4-yl)methyl)-5-(cyclopropylethynyl)-2-methylaniline